1-(3,5-dichlorophenyl)-5-methyl-1H-1,2,3-triazole-4-carboxylic acid ClC=1C=C(C=C(C1)Cl)N1N=NC(=C1C)C(=O)O